CS(=O)(=O)NC1CCC(CC1)CN1CCN(CC1)C=1SC2=C(C(C1)=O)C=C(C=C2[N+](=O)[O-])C(F)(F)F 2-(4-(4-methanesulfonylaminocyclohexylmethyl)piperazin-1-yl)-6-(trifluoromethyl)-8-nitro-benzothiopyran-4-one